C(C=C)(=O)OCC[Si](OCC)(OCC)OCC acryloxyethyltriethoxysilane